methacryloyl-heptyl-trimethoxysilane (7-Trimethoxysilylheptyl 2-methylprop-2-enoate) CO[Si](CCCCCCCC=C(C(=O)O)C)(OC)OC.C(C(=C)C)(=O)CO[Si](OC)(OC)CCCCCCC